F[C@H]1[C@@H]2CC[C@H](C[C@H]1N(C=1N=CC(=NC1)C1=C(C=C(C=C1)C=1C=C3C=NN(C3=CC1)C)O)C)N2 2-(5-{[(1S,2S,3R,5R)-2-fluoro-8-azabicyclo[3.2.1]octan-3-yl](methyl)amino}pyrazin-2-yl)-5-(1-methyl-1H-indazol-5-yl)phenol